NC1=C(C=C(C=C1)C1=CC=CC=C1)CC#N 2-(4-amino-[1,1'-biphenyl]-3-yl)acetonitrile